C(C1=CC=CC=C1)NCC1CC(CCC1)CNCC1=CC=CC=C1 N,N'-Dibenzyl-1,3-bis(amino-methyl)cyclohexan